C1=C(C=CC2=CC=CC=C12)C(CC(=O)OCC)=O ethyl 3-(naphthalene-2-yl)-3-oxopropionate